3-(1-naphthyl)-1-cyclopentyl-formyl-thiourea C1(=CC=CC2=CC=CC=C12)NC(NC(=O)C1CCCC1)=S